tert-butyl (2-(2-cyano-5-fluoro-7-methylbenzo[b]thiophen-3-yl)ethyl)carbamate C(#N)C1=C(C2=C(S1)C(=CC(=C2)F)C)CCNC(OC(C)(C)C)=O